NC1=CC=2C(C3=CC=CC=C3NC2C=C1)=O 2-amino-9(10H)-acridone